ClC=1C=C(C=CC1F)NC(N(CC(C)C)[C@H]1COCC=2NC(C=3C=C(C=CC3C21)F)=O)=O (R)-3-(3-chloro-4-fluorophenyl)-1-(8-fluoro-6-oxo-1,4,5,6-tetrahydro-2H-pyrano[3,4-c]isoquinolin-1-yl)-1-isobutyl-urea